C(C=CC=CCCCCCCCCCCC)=O 9E-hexadecadienal